N-(1-((1S,2R,3R,4R,5S)-2,3-dihydroxy-4-(2,2,2-trifluoroacetamido)-6,8-dioxabicyclo[3.2.1]octan-1-yl)-2,5,8,11-tetraoxatridecan-13-yl)propanamide O[C@H]1[C@@]2(CO[C@H]([C@@H]([C@H]1O)NC(C(F)(F)F)=O)O2)COCCOCCOCCOCCNC(CC)=O